C(C)(C)(C)OC(=O)N1C[C@H]([C@H](CC1)NC(=O)C1=NOC(=C1)C1=C(C=C(C=C1)F)F)C(=O)O |r| rac-(3R*,4S*)-4-{[5-(2,4-Difluoro-phenyl)-isoxazole-3-carbonyl]-amino}-piperidine-1,3-dicarboxylic Acid 1-tert-butyl Ester